CC=1C=CC2=C(SCC(N2)=O)C1 7-methyl-3-oxo-3,4-dihydro-2H-benzo[b][1,4]thiazin